COC1=C(C=C2CC(C(C2=C1)NC(O[C@@H]1CN2CCC1CC2)=O)(C)C)C2=CC(=CC=C2)OCCC (S)-quinuclidin-3-yl (6-methoxy-2,2-dimethyl-5-(3-propoxyphenyl)-2,3-dihydro-1H-inden-1-yl)carbamat